C(C)(C)[C@@H]1CCC(=C[C@H]1O)C trans-6-(isopropyl)-3-methylcyclohex-2-en-1-ol